4-[4-[4-(4-bromobutoxy)phenyl]piperazin-1-yl]-2-(trifluoromethyl)benzonitrile BrCCCCOC1=CC=C(C=C1)N1CCN(CC1)C1=CC(=C(C#N)C=C1)C(F)(F)F